ClC1=CC=C(CCNCC(=O)O)C=C1 2-[(4-chlorophenethyl)amino]acetic acid